[(2R,4S,5S)-1-(2,4-Dichlorophenyl)-5-hydroxy-2,6,6-trimethylheptan-4-yl]-2,4-dihydro-3H-1,2,4-triazol-3-thion ClC1=C(C=CC(=C1)Cl)C[C@H](C[C@@H]([C@H](C(C)(C)C)O)N1N=CNC1=S)C